4-[2-[[4-[[3-(3-fluoro-4-methoxyphenyl)imidazo[1,2-a]pyrazin-8-yl]amino]-2-methylbenzoyl]-methylamino]acetyl]piperazine-2-carboxylic acid FC=1C=C(C=CC1OC)C1=CN=C2N1C=CN=C2NC2=CC(=C(C(=O)N(CC(=O)N1CC(NCC1)C(=O)O)C)C=C2)C